4-(2,6-Diazaspiro[3.4]oct-2-yl)-1-methyl-2-oxo-1,2-dihydroquinoline-3-carbonitrile C1N(CC12CNCC2)C2=C(C(N(C1=CC=CC=C21)C)=O)C#N